4-((6-methylpyridazin-3-yl)oxy)benzamide CC1=CC=C(N=N1)OC1=CC=C(C(=O)N)C=C1